N1(CCOCC1)C=1C(NC=CC1)=O morpholinylpyridinone